N-(2-methoxypyrimidin-5-yl)quinazolin-2-amine COC1=NC=C(C=N1)NC1=NC2=CC=CC=C2C=N1